tert-butyl ((3S,4S)-4-(((1-methyl-4-nitro-3-(trifluoromethyl)-1H-pyrazol-5-yl)oxy)methyl)tetrahydrofuran-3-yl)carbamate CN1N=C(C(=C1OC[C@H]1[C@@H](COC1)NC(OC(C)(C)C)=O)[N+](=O)[O-])C(F)(F)F